CC=1C=CC(=C2C(=CC(=NC12)C=1OC2=C(C1C)C=CC=C2)C(=O)Cl)O[C@H](C)C2=CC=CC=C2 8-methyl-2-(3-methyl-1-benzofuran-2-yl)-5-[(1R)-1-phenylethoxy]quinoline-4-carbonyl chloride